8-(3-(4-(2-ethoxyphenyl)piperazin-1-yl)-2-hydroxypropoxy)-7-methoxy-3-methylisochroman-4-one C(C)OC1=C(C=CC=C1)N1CCN(CC1)CC(COC=1C(=CC=C2C(C(OCC12)C)=O)OC)O